2-Acetoxyethoxycarbonyloxymethyl (1aR,7bS)-5-fluoro-2-hydroxy-1a,7b-dihydro-1H-cyclopropa[c][1,2]benzoxaborinine-4-carboxylate FC1=C(C2=C([C@@H]3[C@H](B(O2)O)C3)C=C1)C(=O)OCOC(=O)OCCOC(C)=O